[Si](C)(C)(C(C)(C)C)ON1[C@@H]2CC[C@H](N(C1=O)C2)C(NC(=O)C=2SC=C(N2)C2=CC=CC=C2)=N N-(((2S,5R)-6-((tert-butyldimethylsilyl)oxy)-7-oxo-1,6-diazabicyclo[3.2.1]octan-2-yl)(imino)methyl)-4-phenylthiazole-2-carboxamide